BrC1=CC=C(C=C1)C1(CC1)NC(C1=C(C=CC(=C1)OCCN(C)C)C)=O N-(1-(4-Bromophenyl)cyclopropyl)-5-(2-(dimethyl-amino)ethoxy)-2-methylbenzamide